5-chloro-3-(2,2,2-trifluoroethoxy)pyridin-2-ol ClC=1C=C(C(=NC1)O)OCC(F)(F)F